ClC1=C(C(=O)NC2=CC=C(C=C2)C2=NN(C(=C2)NC(=O)C=2C=C(C(=O)O)C=CC2)C)C=CC=C1 3-((3-(4-(2-Chlorobenzamido)phenyl)-1-methyl-1H-pyrazol-5-yl)carbamoyl)benzoic acid